(2S,4R)-N-((4-carbamimidoylthiophen-2-yl)methyl)-1-((9,9-difluoro-9H-fluorene-3-carbonyl)glycyl)-4-fluoro-4-(methoxymethyl)pyrrolidine-2-carboxamide C(N)(=N)C=1C=C(SC1)CNC(=O)[C@H]1N(C[C@](C1)(COC)F)C(CNC(=O)C=1C=CC=2C(C3=CC=CC=C3C2C1)(F)F)=O